(1R)-4-{[1-(difluoromethyl)pyrazol-4-yl]methyl}-1-methyl-N-(1-methylcyclopropyl)-5-oxo-1H,2H-imidazo[1,2-a]quinazoline-7-sulfonamide FC(N1N=CC(=C1)CN1C=2N(C3=CC=C(C=C3C1=O)S(=O)(=O)NC1(CC1)C)[C@@H](CN2)C)F